4-(5-nitro-1H-indol-3-yl)thiazol [N+](=O)([O-])C=1C=C2C(=CNC2=CC1)C=1N=CSC1